2,4-dimethyl-5-ethyl-6,8-dioxabicyclo(3.2.1)octane CC1C2COC(C(C1)C)(O2)CC